[1,3]benzodioxole O1COC2=C1C=CC=C2